2-(1-(5-((7-Cyclobutoxy-4-oxo-3,4-dihydrophthalazin-1-yl)methyl)-2-fluorobenzoyl)azetidin-3-ylamino)isonicotinonitrile C1(CCC1)OC1=CC=C2C(NN=C(C2=C1)CC=1C=CC(=C(C(=O)N2CC(C2)NC=2C=C(C#N)C=CN2)C1)F)=O